FC=1C=C(C=CC1N1C(CN(CC1)C)C1CCNCC1)C1(N=C(NN1)N)N 5-(3-fluoro-4-(4-N-methylpiperidin-4-ylpiperazino)phenyl)-1H-1,2,4-triazole-3,5-diamine